C(C)(C)(C)OC(=O)N[C@H](C(=O)OC(C)(C)C)CC1=CC=C(C=C1)[N+](=O)[O-] tert-butyl (2S)-2-(tert-butoxycarbonylamino)-3-(4-nitrophenyl)propanoate